C1(=CC=CC2=CC=CC=C12)CO 1-naphthalenemethanol